BrC=1SC=CC1CC(C(=O)OC)N(C)C(=O)OC(C)(C)C methyl 3-(2-bromo-3-thienyl)-2-[tert-butoxycarbonyl(methyl)amino]propanoate